N1C(=NC=C1)C(=O)CC1=CC=C(/C=C/C(=O)O)C=C1 (E)-4-(1-imidazoylmethyl)cinnamic acid